n-butyldimethyl-(dimethylamino)silane C(CCC)[Si](N(C)C)(C)C